C(C)(C)(C)[C@]12N(C[C@@H](N(C1)C=1C=CC=3N=CN=C(C3N1)NC1=C(C=C(C(=C1)Cl)O)F)C2)C(=O)OCCOCCNC(C)(C)CC 2-(2-tert-pentylaminoethoxy)ethanol tert-butyl-(1S,4S)-5-[4-(5-chloro-2-fluoro-4-hydroxy-anilino)pyrido[3,2-d]pyrimidin-6-yl]-2,5-diazabicyclo[2.2.1]heptane-2-carboxylate